N[C@H]1C(N(C2=C(C=CC=C2C1)CC1=C(C=CC(=C1)F)Cl)C)=O (3R)-3-amino-8-((2-chloro-5-fluorophenyl)methyl)-1-methyl-1,2,3,4-tetrahydroquinolin-2-one